CC1(CC(C(CC1)CN1CCCCC1)=O)C 1-[(4,4-dimethyl-2-ketocyclohex-1-yl)methyl]piperidine